BrC1=CC=CC=2C=3N(C=NC12)N=C(N3)C3=CC(=CC=C3)F 7-bromo-2-(3-fluorophenyl)[1,2,4]triazolo[1,5-c]quinazolin